FC1=C(C=CC=C1)N(C#N)C1=C(C=CC=C1)F N,N-bis(2-fluorophenyl)cyanamide